2-bromophenyl-thioisocyanate BrC1=C(C=CC=C1)SN=C=O